N1(C=NC=C1)C(OC1CC2(C=3C(=CC=C(C13)OC1=CC(=CC(=C1)F)C#N)C(C2(F)F)(F)F)O)=S O-(7-(3-cyano-5-fluorophenoxy)-3,3,4,4-tetrafluoro-2a-hydroxy-2,2a,3,4-tetrahydro-1H-cyclopenta[cd]inden-1-yl) 1H-imidazole-1-carbothioate